C(C1=CC=CC=C1)C1CCN(CC1)CC(=O)NCC1=CC(=C(C(=C1)OC)OC)OC 2-(4-Benzylpiperidin-1-yl)-N-(3,4,5-trimethoxybenzyl)acetamide